N(=[N+]=[N-])C1=C(C=CC=C1Cl)Br 2-azido-1-bromo-3-chloro-benzene